FC1=CNC=2C1=NC(=CC2CNC2(CC2)C)C#N 3-fluoro-7-(((1-methylcyclopropyl)amino)methyl)-1H-pyrrolo[3,2-b]pyridine-5-carbonitrile